COC(=O)[C@H]1[C@@H]2C(C[C@H]([C@H]1NC(=O)C=1C=C(C(=CC1OC)F)C1=CC(=C(C=C1)F)C(=O)N)C2)=C(F)F (1R,2S,3R,4R)-3-(3'-aminocarbonyl-4',6-difluoro-4-methoxy-[1,1'-biphenyl]-3-carboxamido)-6-(difluoromethylene)bicyclo[2.2.1]heptane-2-carboxylic acid methyl ester